5-((1S,2R)-1-(6-chloro-4-(2-morpholinoethyl)-1,1-dioxido-3,4-dihydro-2H-benzo[e][1,2,4]thiadiazin-2-yl)-2-(6-fluoro-2,3-dimethylphenyl)propyl)-1,3,4-oxadiazol-2(3H)-one ClC=1C=CC2=C(N(CN(S2(=O)=O)[C@@H]([C@H](C)C2=C(C(=CC=C2F)C)C)C2=NNC(O2)=O)CCN2CCOCC2)C1